C(CCCC)C1=CC=C(NC=2C=CC=C3C=NC(=NC23)NC2=CC(=CC=C2)N2CCN(CC2)C)C=C1 8-(4-Pentanylanilino)-N-(3-(1-methylpiperazin-4-yl)phenyl)quinazolin-2-amine